C1CNC[C@H]1C(=O)O (S)-β-proline